2,2,3,3-Tetramethyloxirane CC1(OC1(C)C)C